FC1=CC=C(C=C1)CS(=O)(=O)NC1=NC=C(C=C1)N1C(N(C2=NC(=NC=C2C1)SC)C(C)C)=O 1-(4-fluorophenyl)-N-(5-(1-isopropyl-7-(methylthio)-2-oxo-1,4-dihydropyrimido[4,5-d]pyrimidin-3(2H)-yl)pyridin-2-yl)methanesulfonamide